N1(C=NC=C1)C=1N=C(C2=C(N1)C=CN2)C(=O)NC2CCC(CC2)OCCN2CCOCC2 2-(1H-imidazol-1-yl)-N-((1r,4r)-4-(2-morpholinoethoxy)cyclohexyl)-5H-pyrrolo[3,2-d]pyrimidine-4-carboxamide